C(=O)(O)C1=CC(=C2C=CC3=C(C=C(C4=CC=C1C2=C34)C(=O)O)C(=O)O)C(=O)O 1,3,6,8-tetracarboxypyrene